ClC1=C(C(=CC=C1)F)C=1C=CC2=C3C(=C(C=CC3=C(N=C2C1)N1CC(C1)OC)N1CCN(CC1)C(C=C)=O)F 1-(4-(3-(2-chloro-6-fluorophenyl)-10-fluoro-6-(3-methoxyazetidin-1-yl)phenanthridin-9-yl)piperazin-1-yl)prop-2-en-1-one